BrC=1C=C(C2=C(CCO2)C1)S(=O)(=O)NC1=CC=2C(NCCCC2N=C1)=O 5-bromo-N-(5-oxo-6,7,8,9-tetrahydro-5H-pyrido[3,2-c]azepin-3-yl)-2,3-dihydrobenzofuran-7-sulfonamide